2-(dimethylaminoethoxy)ethanol CN(C)CCOCCO